C(=O)OC1CC2=C(N=C3C=C(C(=CC3=C2CC1)OC)OCCCN1CCCC1)NC 2-methoxy-6-(methylamino)-3-[3-(pyrrolidin-1-yl)propoxy]-7,8,9,10-tetrahydrophenanthridin-8-ol formate